2-Hydroxy-6-(3-methyl-5-(methyl(tetrahydro-2H-pyran-4-yl)amino)-1H-pyrazolo[3,4-c]pyridin-1-yl)benzonitrile OC1=C(C#N)C(=CC=C1)N1N=C(C=2C1=CN=C(C2)N(C2CCOCC2)C)C